2-(3-sec-butyl-5-tert-butyl-2-hydroxyphenyl)benzotriazole C(C)(CC)C=1C(=C(C=C(C1)C(C)(C)C)N1N=C2C(=N1)C=CC=C2)O